methyl (S)-3-amino-2-(((benzyloxy)carbonyl)amino)propanoate NC[C@@H](C(=O)OC)NC(=O)OCC1=CC=CC=C1